(3-Fluoro-4-((3-(1-(Pyridin-4-ylmethyl)-1H-pyrazol-4-yl)-1H-pyrrolo[2,3-b]pyridin-4-yl)oxy)phenyl)methanamin FC=1C=C(C=CC1OC1=C2C(=NC=C1)NC=C2C=2C=NN(C2)CC2=CC=NC=C2)CN